(1S,5R)-3-(8-cyanoquinolin-5-yl)-N-((Z)-(hydroxyimino)(1-methylpiperidin-4-yl)methyl)-5-(trifluoromethyl)-3-azabicyclo[3.1.0]hexane-1-carboxamide C(#N)C=1C=CC(=C2C=CC=NC12)N1C[C@@]2(C[C@@]2(C1)C(F)(F)F)C(=O)N\C(\C1CCN(CC1)C)=N/O